C(C=C)(=O)N1CC2=C(CC1)NC=1N2N=C(C1C(=O)N)C1=CC=C(C=C1)OC1=CC=CC=C1 7-Acryloyl-2-(4-phenoxyphenyl)-5,6,7,8-tetrahydro-4H-pyrazolo[5',1':2,3]imidazo[4,5-c]pyridine-3-carboxamide